N-(3,5-difluoro-4-((6S,7S)-7-isobutyl-8-methyl-6,7,8,9-tetrahydro-3H-pyrazolo[3,4-h]isoquinolin-6-yl)phenyl)-1-(3-fluoropropyl)azetidin-3-amine FC=1C=C(C=C(C1[C@H]1[C@@H](N(CC=2C3=C(C=CC12)NN=C3)C)CC(C)C)F)NC3CN(C3)CCCF